C1(CC1)C1=NC=NC(=C1C1=NC=C2C=CC(N(C2=C1F)CC1=CC=C(C=C1)C=1N(C=C(N1)C(F)(F)F)C)=O)OC 7-(4-cyclopropyl-6-methoxypyrimidin-5-yl)-8-fluoro-1-({4-[1-methyl-4-(trifluoromethyl)imidazol-2-yl]phenyl}methyl)-1,6-naphthyridin-2-one